4-[(2-{3-[(2,4-dimethoxyphenyl)-amino]prop-1-yn-1-yl}-1-(2,2,2-trifluoroethyl)-1H-indol-4-yl)amino]-1λ6-thiane-1,1-dione COC1=C(C=CC(=C1)OC)NCC#CC=1N(C2=CC=CC(=C2C1)NC1CCS(CC1)(=O)=O)CC(F)(F)F